heptafluoropropanesulfonic acid anion FC(C(C(S(=O)(=O)[O-])(F)F)(F)F)(F)F